2-diethylamino-ethanesulfonic acid {4-[6-amino-5-(2-chloro-3,6-difluoro-benzyloxy)-pyridin-3-yl]-phenyl}-amide NC1=C(C=C(C=N1)C1=CC=C(C=C1)NS(=O)(=O)CCN(CC)CC)OCC1=C(C(=CC=C1F)F)Cl